C(CCCCC)OC(=O)NCC=1C(=NOC1C1=CC=C(C=N1)O[C@@H]1C[C@H](CCC1)C(=O)O)C (1S,3S)-3-((6-(4-((((hexyloxy)carbonyl)amino)methyl)-3-methylisoxazol-5-yl)pyridin-3-yl)oxy)cyclohexane-1-carboxylic Acid